N,N'-bis[3,5-bis(2-adamantyl)phenyl]-N,N'-bis{3,5-bis(3,5-di-tert-butylphenyl)phenyl}-2-phenylanthracene-9,10-diamine C12C(C3CC(CC(C1)C3)C2)C=2C=C(C=C(C2)C2C3CC1CC(CC2C1)C3)N(C=3C1=CC=CC=C1C(=C1C=CC(=CC31)C3=CC=CC=C3)N(C3=CC(=CC(=C3)C3=CC(=CC(=C3)C(C)(C)C)C(C)(C)C)C3=CC(=CC(=C3)C(C)(C)C)C(C)(C)C)C3=CC(=CC(=C3)C3C1CC2CC(CC3C2)C1)C1C2CC3CC(CC1C3)C2)C2=CC(=CC(=C2)C2=CC(=CC(=C2)C(C)(C)C)C(C)(C)C)C2=CC(=CC(=C2)C(C)(C)C)C(C)(C)C